7-(5-fluoro-2-(((3S,4R)-3-hydroxytetrahydro-2H-pyran-4-yl)amino)pyrimidin-4-yl)-2-(((4-fluorophenyl)amino)methyl)-1-isopropylquinolin-4(1H)-one FC=1C(=NC(=NC1)N[C@H]1[C@@H](COCC1)O)C1=CC=C2C(C=C(N(C2=C1)C(C)C)CNC1=CC=C(C=C1)F)=O